β-Ethyl-2-methyltryptophan C(C)C([C@H](N)C(=O)O)C1=C(NC2=CC=CC=C12)C